4-(3-isopropyl-[1,2,4]triazolo[4,3-a]pyridin-6-yl)-N-(6-(trifluoromethyl)pyridin-2-yl)pyridin-2-amine C(C)(C)C1=NN=C2N1C=C(C=C2)C2=CC(=NC=C2)NC2=NC(=CC=C2)C(F)(F)F